O1C(=NC2=C1C=CC=C2)N(CCCOC2=CC=C(C=C2)OC)CC=2C=C(O[C@@H](C(=O)O)CC)C=CC2 (2R)-2-[3-([1,3-Benzoxazol-2-yl-[3-(4-methoxyphenoxy)propyl]amino]methyl)phenoxy]butanoic acid